5-(3-chloro-4-phenylethoxybenzylidene)thiazolidine-2,4-dione ClC=1C=C(C=C2C(NC(S2)=O)=O)C=CC1OCCC1=CC=CC=C1